C(CCCCCCCCCCCCCCCCC)(=O)OCC(CCCC)CC 2-ethylhexyl stearate